[Si](C)(C)(C(C)(C)C)OCCCC1CC(N(C1=O)C(=O)OC(C)(C)C)(C)C tert-butyl 4-(3-((tert-butyldimethylsilyl)oxy)propyl)-2,2-dimethyl-5-oxopyrrolidine-1-carboxylate